N5-(5-(2-chlorophenyl)-1,3,4-thiadiazol-2-yl)-N3-methoxyisoxazole-3,5-dicarboxamide ClC1=C(C=CC=C1)C1=NN=C(S1)NC(=O)C1=CC(=NO1)C(=O)NOC